Sodium (2S,5R)-7-oxo-2-(N-(5-(trifluoromethyl)picolinoyl)carbamimidoyl)-1,6-diazabicyclo[3.2.1]octan-6-yl Sulfate S(=O)(=O)(ON1[C@@H]2CC[C@H](N(C1=O)C2)C(NC(C2=NC=C(C=C2)C(F)(F)F)=O)=N)[O-].[Na+]